COC=1C=CC(=NC1OC)C=O 5,6-dimethoxypyridinealdehyde